BrC=1C(=CC(=NC1)OC[C@H](C)NS(=O)(=O)C(F)(F)F)C(=O)N[C@H]1C(N(OC1)CC)=O 5-bromo-N-[(4R)-2-ethyl-3-oxo-isoxazolidin-4-yl]-2-[(2S)-2-(trifluoromethylsulfonylamino)propoxy]pyridine-4-carboxamide